1-(3-Amino-2,4-difluorophenyl)-2-(tert-butylamino)ethan-1-ol NC=1C(=C(C=CC1F)C(CNC(C)(C)C)O)F